5-fluoro-3-(2-(3-(2,4-dimethylphenyl)-4-oxothiazolidine-2-ylidene)hydrazono)-1H-indol-2-one FC=1C=C2C(C(NC2=CC1)=O)=NN=C1SCC(N1C1=C(C=C(C=C1)C)C)=O